6-Chloro-9-cyclohexyl-2-(propylsulfanyl)-9H-purine ClC1=C2N=CN(C2=NC(=N1)SCCC)C1CCCCC1